ethyl (6-fluoro-1,2,3,4-tetrahydro-1-naphthylidene)acetate FC=1C=C2CCCC(C2=CC1)=CC(=O)OCC